BrC1=C(C=C2C(=NC(=NC2=C1F)Cl)N1CC2CCC(C1)N2C(=O)[O-])F 3-(7-bromo-2-chloro-6,8-difluoroquinazolin-4-yl)-3,8-diazabicyclo[3.2.1]octane-8-carboxylate